(E)-3-(6-aminopyridin-3-yl)-N-((5-(5-(3-hydroxy-3-methylpyrrolidine-1-carbonyl)pyridin-2-yl)-7-(trifluoromethyl)benzofuran-2-yl)methyl)acrylamide NC1=CC=C(C=N1)/C=C/C(=O)NCC=1OC2=C(C1)C=C(C=C2C(F)(F)F)C2=NC=C(C=C2)C(=O)N2CC(CC2)(C)O